tert-butyl (5-(2-(2-(3-(1-acetylpiperidin-4-yl)phenyl)piperidin-1-yl)-2-oxoacetamido)-3-methylpyridin-2-yl)carbamate C(C)(=O)N1CCC(CC1)C=1C=C(C=CC1)C1N(CCCC1)C(C(=O)NC=1C=C(C(=NC1)NC(OC(C)(C)C)=O)C)=O